(1R,4R)-4-(((5-fluoro-2-((1-isopropyl-3-methyl-1H-pyrazol-4-yl)amino)pyrimidin-4-yl)oxy)methyl)cyclohexan-1-ol FC=1C(=NC(=NC1)NC=1C(=NN(C1)C(C)C)C)OCC1CCC(CC1)O